C(C)(C)(C)OC(N[C@@H](CC(C)C)C(NN(C(CF)=O)CCC(=O)N)=O)=O N-[(1S)-1-[[(3-amino-3-oxo-propyl)-(2-fluoroacetyl)amino]carbamoyl]-3-methyl-butyl]carbamic acid tert-butyl ester